OC1=C(C=C(C=C1)NC(C1=CN=C(C=C1)C1=CC=C(C=C1)C(F)(F)F)=O)NS(N)(=O)=O N-(4-hydroxy-3-(sulfamoylamino)phenyl)-6-(4-(trifluoromethyl)phenyl)nicotinamide